C1(CCCC1)N1C(C(=CC2=C1N=C(N=C2)NC2CCN(CC2)S(=O)(=O)C2=CC=C(C=C2)CCCCC)C#N)=O 8-cyclopentyl-7-oxo-2-(1-(4-pentylphenylsulfonyl)piperidin-4-ylamino)-7,8-dihydropyrido[2,3-d]pyrimidine-6-carbonitrile